1-(5-(4-(6-(benzyloxy)-2-phenyl-1,2,3,4-tetrahydronaphthalen-1-yl)phenoxy)pentyl)-1H-benzo[d][1,2,3]triazole C(C1=CC=CC=C1)OC=1C=C2CCC(C(C2=CC1)C1=CC=C(OCCCCCN2N=NC3=C2C=CC=C3)C=C1)C1=CC=CC=C1